[(1R,2S,4R)-2-hydroxy-4-{[5-{[5-methyl-4-[(R)-phenylsulfinyl]-2-thienyl]carbonyl}pyrimidin-4-yl]amino} cyclopentyl]methyl sulfamate S(N)(OC[C@@H]1[C@H](C[C@@H](C1)NC1=NC=NC=C1C(=O)C=1SC(=C(C1)[S@](=O)C1=CC=CC=C1)C)O)(=O)=O